gluconic acid-leucine salt N[C@@H](CC(C)C)C(=O)O.O=C([C@H](O)[C@@H](O)[C@H](O)[C@H](O)CO)O